methacryloxysiloxane-styrene C(=O)(C(=C)C)O[SiH2]OC=CC1=CC=CC=C1